7-fluoro-5-((2'-(5-chloroisoindolin-2-yl)-[2,4'-bipyrimidinyl]-4-yl)ethynyl)-1H-indazole FC=1C=C(C=C2C=NNC12)C#CC1=NC(=NC=C1)C1=NC(=NC=C1)N1CC2=CC=C(C=C2C1)Cl